5-Methyl-isoxazole-4-carboxylic acid [7-methoxy-4-(1-methyl-1H-pyrazol-4-yl)-1H-benzoimidazol-2-yl]-amide COC1=CC=C(C2=C1NC(=N2)NC(=O)C=2C=NOC2C)C=2C=NN(C2)C